C(C)[C@H]1N(C[C@@H](N(C1)C=1C2=C(N(C(N1)=O)C)C=CC(=N2)C#N)C)C2=CC=C(C=C2)OC(F)(F)F 4-((2S,5R)-5-Ethyl-2-methyl-4-(4-(trifluoromethoxy)phenyl)piperazin-1-yl)-1-methyl-2-oxo-1,2-dihydropyrido[3,2-d]pyrimidin-6-carbonitril